CC1(CCN(CC1)C1=CC=C(C=N1)NC1=NC=C(C(=N1)NN1C(OC2=C1C=CC=C2)=O)C)C (2-(6-(4,4-dimethylpiperidin-1-yl)pyridin-3-ylamino)-5-methylpyrimidin-4-ylamino)benzo[d]oxazol-2(3H)-one